gold-germanium nickel gold [Au].[Ni].[Ge].[Au]